2-(4-(3-(4-chloro-3-ethyl-1H-pyrrolo[2,3-b]pyridin-5-yl)phenyl)-3-oxopiperazin-1-yl)acetic acid ClC1=C2C(=NC=C1C=1C=C(C=CC1)N1C(CN(CC1)CC(=O)O)=O)NC=C2CC